(2,6-dichloro-4-pyridyl)methoxyl-4-[(2R)-3-(3,4-dihydro-1H-isoquinolin-2-yl)-2-hydroxy-propyl]-2,3-dihydro-1,4-benzoxazepin-5-one ClC1=NC(=CC(=C1)COC1OC2=C(C(N(C1)C[C@@H](CN1CC3=CC=CC=C3CC1)O)=O)C=CC=C2)Cl